OC=1C=CC2=C(SC(=C2C(=O)C2=CC=C(OC3CCN(CC3)C(CC(C)(C)C)=O)C=C2)C2=CC=C(C=C2)O)C1 1-(4-(4-(6-hydroxy-2-(4-hydroxyphenyl)benzo[b]thiophene-3-carbonyl)phenoxy)piperidin-1-yl)-3,3-dimethylbutan-1-one